[Pb].[Cu].[Zn].[Cd] cadmium zinc copper lead